O1CCC2=C1C=CC(=C2)C(CNC(NC2=C(C=CC=C2)C)=O)N(C)C 3-[2-(2,3-dihydro-1-benzofuran-5-yl)-2-(dimethylamino)ethyl]-1-(2-methylphenyl)urea